BrC1=C(N=C(C=2N1N=CC2)N2CCC1(CC2)[C@@H](C=2C(=NC=CC2)C1)N)C (5S)-1'-(7-bromo-6-methyl-pyrazolo[1,5-a]pyrazin-4-yl)spiro[5,7-dihydrocyclopenta[b]pyridine-6,4'-piperidine]-5-amine